(4-hydroxybenzoyl)-2-oxoindoline-5-sulfonohydrazide OC1=CC=C(C(=O)N2C(CC3=CC(=CC=C23)S(=O)(=O)NN)=O)C=C1